O=C1C(=CN(C=C1C1=CC=C(C=C1)C)CC1CCSCC1)C(=O)OC Methyl 4-oxo-1-((tetrahydro-2H-thiopyran-4-yl) methyl)-5-(p-tolyl)-1,4-dihydropyridine-3-carboxylate